C(N)(=O)C=1C(=NC(=C(N1)CC)C)NC=1C=C(CCNC([C@H](C)N(C(/C=C/CN(C(OC(C)(C)C)=O)C)=O)C)=O)C=CC1 tert-butyl (S,E)-(4-((1-((3-((3-carbamoyl-5-ethyl-6-methylpyrazin-2-yl)amino)phenethyl)amino)-1-oxopropan-2-yl)(methyl) amino)-4-oxobut-2-en-1-yl)(methyl)carbamate